2-(2,4-dichlorophenyl)-N-{3-sulfamoyl-4-[4-(trifluoromethyl)-1H-pyrazol-1-yl]phenyl}acetamide ClC1=C(C=CC(=C1)Cl)CC(=O)NC1=CC(=C(C=C1)N1N=CC(=C1)C(F)(F)F)S(N)(=O)=O